BrCC(=O)O alpha-bromoacetic acid